N1CC(CCC1)C1=CC=CC=C1C(=O)N piperidin-3-benzamide